C(C)(C)(C)OC(=O)N1CC(CC(C1)OC(F)F)C(=O)O 1-(tert-butoxycarbonyl)-5-(difluoromethoxy)piperidine-3-carboxylic acid